CN(C(OC1=CC2=CC=C(C=C2C=C1)CN(CC)CC)=O)C1=CC=C(C=C1)C(NO)=O {6-[(diethylamino) methyl]naphthalen-2-yl} methyl[4-(hydroxycarbamoyl)phenyl]carbamate